C(C#C)NS(=O)(=O)C1=CC=C(C=C1)N1N=C(C=C1C1=CC=C(C=C1)C)C(F)(F)F N-(prop-2-yn-1-yl)-4-(5-(p-tolyl)-3-(trifluoromethyl)-1H-pyrazol-1-yl)benzenesulfonamide